2-bromo-5-(difluoromethyl)-3-methoxypyrazine BrC1=NC=C(N=C1OC)C(F)F